Tert-butyl 4-(tert-butoxycarbonylamino)-2,6-dichloro-pyridine-3-carboxylate C(C)(C)(C)OC(=O)NC1=C(C(=NC(=C1)Cl)Cl)C(=O)OC(C)(C)C